1,3-dimethyl-2-phenyl-2,3-dihydro-1H-Benzimidazole CN1C(N(C2=C1C=CC=C2)C)C2=CC=CC=C2